[1,8]Naphthyridine-2-carboxylic acid hydrochloride Cl.N1=C(C=CC2=CC=CN=C12)C(=O)O